tert-butyl (S)-4-acetoxy-8-(chloromethyl)-2-methyl-7,8-dihydro-6H-thieno[2,3-e]indole-6-carboxylate C(C)(=O)OC1=C2C(=C3[C@@H](CN(C3=C1)C(=O)OC(C)(C)C)CCl)SC(=C2)C